CC=1C(=[C-]NC1)C dimethyl-azolide